(S)-8-chloro-6-(((6-fluoro-2-methylpyridin-3-yl)(1-(1-(trifluoromethyl)cyclopropyl)-1H-1,2,3-triazol-4-yl)methyl)amino)-4-(((3-methyloxetan-3-yl)methyl)amino)quinoline-3-carbonitrile ClC=1C=C(C=C2C(=C(C=NC12)C#N)NCC1(COC1)C)N[C@H](C=1N=NN(C1)C1(CC1)C(F)(F)F)C=1C(=NC(=CC1)F)C